C1CCCC2=CC(=CC=C12)C=1C(=CSC1)C(=O)O 4-tetrahydronaphthalen-6-yl-thiophene-3-carboxylic acid